O1C=CC2=NC=C(C=C21)S(=O)(=O)Cl furano[3,2-b]pyridine-6-sulfonyl chloride